O[C@H]1C[C@H](C1)C=1C=C2C(=CNC2=CC1)C(=O)OC methyl 5-(cis-3-hydroxycyclobutyl)-1H-indole-3-carboxylate